1-(2,2'-difluoro-[1,1'-biphenyl]-4-yl)ethan-1-one FC1=C(C=CC(=C1)C(C)=O)C1=C(C=CC=C1)F